BrC=1C=NN2C1N=CC(=C2)Cl 3-bromo-6-chloropyrazolo[1,5-a]pyrimidine